(S)-N-(7-ethynyl-5-methyl-4-oxo-2,3,4,5-tetrahydropyrido[3,2-b][1,4]oxazepin-3-yl)-4-fluoro-1-(4-fluorobenzyl)-1H-pyrazole-3-carboxamide C(#C)C=1C=CC=2OC[C@@H](C(N(C2N1)C)=O)NC(=O)C1=NN(C=C1F)CC1=CC=C(C=C1)F